C(CC(O)(C(=O)O)CC(=O)O)(=O)O.C(CCCCCCCCCO)O (1,10-decanediol) citrate